OCCOCCC#N 3-(2-hydroxyethoxy)propanenitrile